OCCCC#CC=1C=C(C=CC1B1OC(C(O1)(C)C)(C)C)O 3-(5-Hydroxypent-1-yn-1-yl)-4-(4,4,5,5-tetramethyl-1,3,2-dioxaborolan-2-yl)phenol